COC(=O)C1=C(C(=C(C=2COCC21)Br)F)N 5-amino-7-bromo-6-fluoro-1,3-dihydro-2-benzofuran-4-carboxylic acid methyl ester